ClC(COP([O-])[O-])(Cl)Cl trichloroethylphosphite